N1N=NC=C1 [1,2,3]TRIAZOL